4-[3-({4-[(2S)-2-(4-chloro-2-fluorophenyl)-2-methyl-2H-1,3-benzodioxol-4-yl]piperidin-1-yl}methyl)-6-[5-(trifluoromethyl)-4H-1,2,4-triazol-3-yl]pyridazin-4-yl]-3-methylmorpholine ClC1=CC(=C(C=C1)[C@@]1(OC2=C(O1)C=CC=C2C2CCN(CC2)CC=2N=NC(=CC2N2C(COCC2)C)C2=NN=C(N2)C(F)(F)F)C)F